C(C)N(C1=CC(=CC=C1)C)CC(CS(=O)(=O)O)O N-ethyl-N-(2-hydroxy-3-sulfopropyl)-3-methylaniline